4,4'-ketobis(3-methylaniline) O(C1=C(C=C(N)C=C1)C)C1=C(C=C(N)C=C1)C